6-(8-chloronaphthalen-1-yl)-1,3-dimethoxy-5,6-dihydropyrazolo[1,5-c]pyrimido[5,4-e]pyrimidine ClC=1C=CC=C2C=CC=C(C12)C1NC2=C(C=3N1N=CC3)C(=NC(=N2)OC)OC